COC1=CC=C(CN2N=C(C=C2)N2CC3NC(C2)C3)C=C1 3-(1-(4-methoxybenzyl)-1H-pyrazol-3-yl)-3,6-diazabicyclo[3.1.1]heptane